10-Hydroxy-heneicos-12-enoic acid OC(CCCCCCCCC(=O)O)CC=CCCCCCCCC